rel-2-((3R,4R)-4-(((6-(ethyl(4-(trifluoromethyl)benzyl)amino)-5-fluoropyrimidin-4-yl)amino)methyl)-3,4-dihydroxypiperidin-1-yl)-2-(pyridin-4-yl)acetamide C(C)N(C1=C(C(=NC=N1)NC[C@]1([C@@H](CN(CC1)[C@@H](C(=O)N)C1=CC=NC=C1)O)O)F)CC1=CC=C(C=C1)C(F)(F)F |o1:17|